tetradodecyl 3,3',3'',3'''-((((6-((3-hydroxypropyl)amino)-1,3,5-triazine-2,4-diyl)bis(azanediyl))bis(propane-3,1-diyl))bis(azanetriyl))tetrapropionate OCCCNC1=NC(=NC(=N1)NCCCN(CCC(=O)OCCCCCCCCCCCC)CCC(=O)OCCCCCCCCCCCC)NCCCN(CCC(=O)OCCCCCCCCCCCC)CCC(=O)OCCCCCCCCCCCC